(5-cyclopropylpyridin-2-yl)-2-((R)-4,4-difluoro-3-(5-oxo-4,5-dihydropyrazin-2-yl)piperidin-1-yl)propanamide C1(CC1)C=1C=CC(=NC1)C(C(=O)N)(C)N1C[C@@H](C(CC1)(F)F)C=1N=CC(NC1)=O